CC1=NC=C(C=C1C=1N=C(C2=C(N1)C=CS2)N2CCOCC2)[N+](=O)[O-] 4-[2-(2-methyl-5-nitro-3-pyridyl)thieno[3,2-d]pyrimidin-4-yl]morpholine